tert-butyl 4-(2-(4-(4-((N-(2-cyanoethyl)cyanamido)methyl)-2,6-difluorophenyl)piperazin-1-yl)propan-2-yl)piperidine-1-carboxylate C(#N)CCN(C#N)CC1=CC(=C(C(=C1)F)N1CCN(CC1)C(C)(C)C1CCN(CC1)C(=O)OC(C)(C)C)F